N-(3-(2-methoxypyridin-4-yl)propyl)-1-(7-methylthiothieno[3,2-d]pyrimidin-4-yl)piperidin-4-amine COC1=NC=CC(=C1)CCCNC1CCN(CC1)C=1C2=C(N=CN1)C(=CS2)SC